BrC1=C(C(=C(OC=2N=C(SC2C2=NC(=NC=C2)N[C@@H]2CN(C[C@H](C2)F)C(=O)OC(C)(C)C)C)C=C1)F)F tert-butyl (3S,5S)-3-[[4-[4-(4-bromo-2,3-difluoro-phenoxy)-2-methyl-thiazol-5-yl]pyrimidin-2-yl]amino]-5-fluoro-piperidine-1-carboxylate